N-(2-chloro-8-(propan-2-yl)imidazo[1,2-b]pyridazin-7-yl)-N'-(3,4-dicyanophenyl)urea ClC=1N=C2N(N=CC(=C2C(C)C)NC(=O)NC2=CC(=C(C=C2)C#N)C#N)C1